3-(2,6-dichlorophenyl)-4-(3'-carboxy-2-chlorostilbene-4-yl)oxymethyl-5-isopropyl-isoxazole ClC1=C(C(=CC=C1)Cl)C1=NOC(=C1COC1=CC(=C(C=C1)C=CC1=CC(=CC=C1)C(=O)O)Cl)C(C)C